1-(7-isopropyl-1,4-dimethylazulen-2-yl)-1H-indole-3-methanol C(C)(C)C1=CC=C(C2=CC(=C(C2=C1)C)N1C=C(C2=CC=CC=C12)CO)C